CC1=CC(=NC(=C1)N1C[C@@H](OCC1)C)N (S)-4-Methyl-6-(2-methylmorpholino)pyridin-2-amine